6-Amino-3-((1R,3R)-4'-chloro-3-(5-(trifluoromethyl)-1H-pyrazol-1-yl)-1',2'-dihydrospiro[cyclopentane-1,3'-pyrrolo[2,3-b]pyridin]-5'-yl)-2-fluoro-N,N-dimethylbenzamide NC1=CC=C(C(=C1C(=O)N(C)C)F)C=1C(=C2C(=NC1)NC[C@]21C[C@@H](CC1)N1N=CC=C1C(F)(F)F)Cl